C1(=CC=CC=C1)S(=O)(=O)O.N(C)C[C@H](O)[C@@H](O)[C@H](O)[C@H](O)CO meglumine benzenesulfonate